(2R,3R,11bR)-10-methoxy-9-(2-methoxyethoxy)-1,3,4,6,7,11b-hexahydro-2H-pyrido[2,1-a]isoquinolin-2-ol COC1=C(C=C2CCN3[C@@H](C2=C1)C[C@@H](CC3)O)OCCOC